undecyl-glucose phosphate P(=O)(O)(O)O.C(CCCCCCCCCC)C(=O)[C@H](O)[C@@H](O)[C@H](O)[C@H](O)CO